C(#N)CN1C(N(C2=C1C=C(C(=C2)S(=O)(=O)NC2(CC2)CF)F)C=2SC(=NN2)C(F)F)=O 1-(cyanomethyl)-3-[5-(difluoromethyl)-1,3,4-thiadiazol-2-yl]-6-fluoro-N-[1-(fluoromethyl)cyclopropyl]-2-oxo-benzoimidazole-5-sulfonamide